C(C=C)N1CCCCC1 1-(2-propenyl)piperidine